N-[2-(2-cyclopropylmethoxyphenoxy)ethyl]-5-chloro-α,α-dimethyl-1H-indole-3-ethanamine C1(CC1)COC1=C(OCCNC(CC2=CNC3=CC=C(C=C23)Cl)(C)C)C=CC=C1